5-(2-fluoro-6-hydroxy-3-(3-methyl-1H-pyrazol-5-yl)phenyl)-1,2,5-thiadiazolidin-3-one 1,1-dioxide FC1=C(C(=CC=C1C1=CC(=NN1)C)O)N1CC(NS1(=O)=O)=O